(S)-2-((4-(6-(imidazo[1,5-a]Pyridin-7-ylmethoxy)pyridin-2-yl)piperidin-1-yl)methyl)-1-(oxetan-2-ylmethyl)-1H-benzene C=1N=CN2C1C=C(C=C2)COC2=CC=CC(=N2)C2CCN(CC2)CC2[C@H](C=CC=C2)CC2OCC2